[Ca].C(CC[C@@H](C(=O)O)NC(=O)C1=CC=C(NCC2=CN=C3N=C(N)NC(=O)C3=N2)C=C1)(=O)OC Methyl folate calcium salt